[AlH](C)O alpha-aluminaethanol